O=C1OC2=CC(=CC=C2C(=C1)C1=C(C=CC=C1)C)OCCC(=O)OCC ethyl 3-((2-oxo-4-(o-tolyl)-2H-chromen-7-yl)oxy)propanoate